Cl.Cl.BrC1=NC=CC(=C1)CN (2-bromopyridin-4-yl)methylamine dihydrochloride